BrC1=CC(=C(NCC(=O)C2CC2)C=C1)F 2-(4-bromo-2-fluoro-anilino)-1-cyclopropyl-ethanone